tetrahydro-epiminonaphthalene C12C(CCC3=CC=CC=C13)N2